C(CCC1=CC(O)=C(O)C=C1)(=O)SCCNC(CCNC([C@@H](C(COP(OP(OC[C@@H]1[C@H]([C@H]([C@@H](O1)N1C=NC=2C(N)=NC=NC12)O)OP(=O)(O)O)(=O)O)(=O)O)(C)C)O)=O)=O dihydrocaffeoyl-CoA